4-[[(2S,3S,4R,5R)-3-(3,4-Difluoro-2-methoxy-phenyl)-4,5-dimethyl-5-(trifluoromethyl)tetrahydrofuran-2-carbonyl]amino]-5-fluoro-pyridin-2-carboxamid FC=1C(=C(C=CC1F)[C@H]1[C@H](O[C@]([C@@H]1C)(C(F)(F)F)C)C(=O)NC1=CC(=NC=C1F)C(=O)N)OC